tert-butyl peroxybenzoate (2-ethylhexanoate) C(C)C(C(=O)O)CCCC.C(C1=CC=CC=C1)(=O)OOC(C)(C)C